C(C)N(C(=O)C1CN(C(C(=C1)C=1C=C(C=C2C=CNC12)F)CO)C)CC N,N-diethyl-5-(5-fluoro-1H-indol-7-yl)-6-(hydroxymethyl)-1-methyl-1,2,3,6-tetrahydropyridine-3-carboxamide